2-(bis(2-aminoethyl)amino)ethyl-carbamic acid tert-butyl ester C(C)(C)(C)OC(NCCN(CCN)CCN)=O